C1(CC1)C1CCC(CC1)C=O (1R,4R)-4-cyclopropylcyclohexanecarboxaldehyde